ClC=1C=C(NC2(CCC3(C(CC4=CC=C(C=C34)F)C[C@H](COC3=C4C(=NC=C3)C=CS4)C)CC2)C(=O)O)C=CC1 4-(3-Chloroanilino)-6'-fluoro-2'-{(2R)-2-methyl-3-[(thieno[3,2-b]pyridin-7-yl)oxy]propyl}-2',3'-dihydrospiro[cyclohexane-1,1'-indene]-4-carboxylic acid